NC1=C(C=C(C=N1)NC(C(=O)N1C(CCC(C1)C)C1=CC(=CC=C1)N1CCN(CC1)C)=O)C N-(6-amino-5-methylpyridin-3-yl)-2-(5-methyl-2-(3-(4-methylpiperazin-1-yl)phenyl)piperidin-1-yl)-2-oxoacetamide